C(C)C=1C(=CC=C2C=C(C=C(C12)C1=C(C=2N=C(N=C(C2C=N1)N1C[C@@](CCC1)(O)C)OCC12CN(CCCC2C1)C)F)O)F (3R)-1-(7-(8-ethyl-7-fluoro-3-hydroxynaphthalen-1-yl)-8-fluoro-2-((3-methyl-3-azabicyclo[5.1.0]oct-1-yl)methoxy)pyrido[4,3-d]pyrimidin-4-yl)-3-methylpiperidin-3-ol